OC=1C=C2C=CN(C2=CC1)C(=O)OC(C)(C)C tert-butyl 5-hydroxy-1H-indole-1-carboxylate